methanesulfonic acid (3-cyanocyclobutyl) ester C(#N)C1CC(C1)OS(=O)(=O)C